S1C(=NC2=C1C=CC=C2)C(CC2=CC(=CC=C2)\C(\N)=N/O)NS(=O)(=O)C=2C=C(C=CC2)NC(=O)C2=CC=1C(=NC=CN1)S2 N-[3-[[1-(1,3-benzothiazol-2-yl)-2-[3-[(E)-N'-hydroxycarbamimidoyl]phenyl]ethyl]sulfamoyl]phenyl]thieno[2,3-b]pyrazine-6-carboxamide